N(=NCCCC(=O)[O-])CCCC(=O)[O-] azodi-butyrate